CC[C@H](CC[C@@H](C)[C@H]1CC[C@@H]2[C@@]1(CC[C@H]3[C@H]2C(=O)C=C4[C@@]3(CC[C@@H](C4)O)C)C)C(C)C stigmast-5-en-3β-ol-7-one